FC=1C=C(C=C2C=CN(C(C12)=O)CCC[C@@H]1[C@@H]2C[C@@H]2CN1C=1C=NNC(C1C(F)(F)F)=O)C1=NC=C(C=C1)C(F)(F)F 8-fluoro-2-[3-[(1R,2R,5S)-3-[6-oxo-5-(trifluoromethyl)-1H-pyridazin-4-yl]-3-azabicyclo[3.1.0]hex-2-yl]propyl]-6-[5-(trifluoromethyl)-2-pyridinyl]isoquinolin-1-one